(2R,5R)-1-benzyl-5-fluoro-5-methyl-2-phenyl-piperidine C(C1=CC=CC=C1)N1[C@H](CC[C@@](C1)(C)F)C1=CC=CC=C1